FC(C1=NC=CC(=C1)NC(=O)N1CC=2N(C[C@@H]1C)N=CC2N2S(CC(C2C)OC)(=O)=O)F (6S)-N-[2-(difluoromethyl)-4-pyridyl]-3-(4-methoxy-3-methyl-1,1-dioxo-1,2-thiazolidin-2-yl)-6-methyl-6,7-dihydro-4H-pyrazolo[1,5-a]pyrazine-5-carboxamide